(S)-4-(5-(5-fluoro-2-methoxypyridin-4-yl)-1H-pyrazole-3-carbonyl)-N-(1-azaspiro[4.5]decan-8-yl)-4-azaspiro[2.5]octane-7-carboxamide FC=1C(=CC(=NC1)OC)C1=CC(=NN1)C(=O)N1C2(CC2)C[C@H](CC1)C(=O)NC1CCC2(CCCN2)CC1